(S)-tert-Butyl-2-((3-((1-(7-methoxyquinolin-5-yl)cyclopropyl)carbamoyl)-4-methyl phenoxy)methyl)piperidine-1-carboxylate C(C)(C)(C)OC(=O)N1[C@@H](CCCC1)COC1=CC(=C(C=C1)C)C(NC1(CC1)C1=C2C=CC=NC2=CC(=C1)OC)=O